4-amino-8-(5-cyanopyrimidin-4-yl)-7-fluoro-3-(propylcarbamoyl)isoquinoline-2-oxide NC1=C([N+](=CC2=C(C(=CC=C12)F)C1=NC=NC=C1C#N)[O-])C(NCCC)=O